BrC=1CSC2=CC(=CC=C2C1C=1C=NC(=NC1)O[C@@H]1CN(CC1)CCCF)O (S)-3-bromo-4-(2-((1-(3-fluoropropyl)pyrrolidin-3-yl)oxy)pyrimidin-5-yl)-2H-thiochromen-7-ol